4-((1H-Indazol-5-yl)ethynyl)-N-(pyrrolidin-2-ylmethyl)-[2,4'-bipyrimidin]-2'-amine N1N=CC2=CC(=CC=C12)C#CC1=NC(=NC=C1)C1=NC(=NC=C1)NCC1NCCC1